Tetrabutyl-difluorotriphenylammonium silicate [Si]([O-])([O-])([O-])[O-].C(CCC)C=1C(=C(C(=C(C1)[NH+](C1=C(C(=CC=C1)F)F)C1=CC=CC=C1)CCCC)CCCC)CCCC.C(CCC)C=1C(=C(C(=C(C1)[NH+](C1=CC=CC=C1)C1=C(C(=CC=C1)F)F)CCCC)CCCC)CCCC.C(CCC)C=1C(=C(C(=C(C1)[NH+](C1=CC=CC=C1)C1=C(C(=CC=C1)F)F)CCCC)CCCC)CCCC.C(CCC)C=1C(=C(C(=C(C1)[NH+](C1=CC=CC=C1)C1=C(C(=CC=C1)F)F)CCCC)CCCC)CCCC